(R)-5-aminopiperidin-2-one N[C@@H]1CCC(NC1)=O